FC([C@@H](CC)NN)(F)F |r| rac-(1,1,1-Trifluorobutan-2-yl)hydrazine